(6S)-6-(2-Chloro-3-{3-[(1S*)-2,2,2-trifluoro-1-hydroxyethyl]phenyl}-phenyl)-2-imino-6-methyl-3-[(2S,4S)-2-methyltetrahydropyran-4-yl]hexahydropyrimidin-4-one hydrochloride Cl.ClC1=C(C=CC=C1C1=CC(=CC=C1)[C@@H](C(F)(F)F)O)[C@@]1(CC(N(C(N1)=N)[C@@H]1C[C@@H](OCC1)C)=O)C |o1:14|